Cl.COC[C@@H]1N(C[C@H](NC1)C)CC(=O)N1CC(C=2C=NC(=CC21)CC=2C=C(C#N)C=CC2)(C)C 3-[(1-{2-[(2R,5R)-2-(Methoxymethyl)-5-methylpiperazin-1-yl]-acetyl}-3,3-dimethyl-1H,2H,3H-pyrrolo[3,2-c]pyridin-6-yl)methyl]-benzonitrile hydrochloride salt